(4R,6S)-rel-2,2,3,3,4,5,5,6-octafluorotetrahydro-2H-pyran FC1(O[C@H](C([C@H](C1(F)F)F)(F)F)F)F |o1:3,5|